5-methyl-N-(3-(methylsulfonamido)phenyl)-2-(2-oxopyrrolidin-1-yl)benzamide CC=1C=CC(=C(C(=O)NC2=CC(=CC=C2)NS(=O)(=O)C)C1)N1C(CCC1)=O